1-{3-[(1R)-1-{[6-(cyclopropanesulfonyl)-2-methylpyrido[3,4-d]pyrimidin-4-yl]amino}ethyl]-2-fluorophenyl}-1,1-difluoro-2-methylpropan-2-ol C1(CC1)S(=O)(=O)C1=CC2=C(N=C(N=C2N[C@H](C)C=2C(=C(C=CC2)C(C(C)(O)C)(F)F)F)C)C=N1